COC1=CC=C(C=C1)C(=C)OC(C1=CC=C(C=C1)C(C)(C)C)=O.BrC=1C(=NN2C1CN(CC2)C(=O)C=2C=NC=CC2)C2=CC=C(C=C2)F (3-bromo-2-(4-fluorophenyl)-6,7-dihydropyrazolo[1,5-a]pyrazin-5(4H)-yl)(pyridin-3-yl)methanone 1-(4-methoxyphenyl)ethenyl-4-tert-butylbenzoate